ClC=1C=C(C=CC1)N1C(CNCC1)C 1-(3-chlorophenyl)-2-methyl-piperazine